NCC1CCC(CC1)CN 1,4-di(aminomethyl)cyclohexane